2-cyclopropyl-N-[1-(3-pyrimidin-2-ylpyrazin-2-yl)ethyl]-6-(trifluoromethyl)pyridine-4-carboxamide C1(CC1)C1=NC(=CC(=C1)C(=O)NC(C)C1=NC=CN=C1C1=NC=CC=N1)C(F)(F)F